COC1=CC=C2C(=N1)C(=NN2C2=CC=C(C=C2)C(F)(F)F)N2CC(CC2)NC(C=C)=O N-(1-(5-methoxy-1-(4-(trifluoro-methyl)phenyl)-1H-pyrazolo[4,3-b]pyridin-3-yl)pyrrolidin-3-yl)-acrylamide